N1=CC(=C2N1C=CC=C2)C2=NC=NC=C2C#N 4-pyrazolo[1,5-a]pyridin-3-ylpyrimidine-5-carbonitrile